calcium β-hydroxybutyrate salt OC(CC(=O)[O-])C.[Ca+2].OC(CC(=O)[O-])C